N-benzyl-2,3,4,5-tetrafluoro-6-(fluoromethoxy)benzenesulfonamide C(C1=CC=CC=C1)NS(=O)(=O)C1=C(C(=C(C(=C1OCF)F)F)F)F